FC1=C(C=CC(=C1)[C@@H]1[C@@H](CCC2=CC(=CC=C12)O)C1=CC=CC=C1)N1CCC2(CC(C2)C=O)CC1 7-(2-fluoro-4-((1S,2R)-6-hydroxy-2-phenyl-1,2,3,4-tetrahydronaphthalen-1-yl)phenyl)-7-azaspiro[3.5]nonane-2-carbaldehyde